sodium [6-(dimethylamino)-1-benzofuran-2-carbonyl]{2-[(propan-2-yl)oxy]benzene-1-sulfonyl}azanide CN(C1=CC2=C(C=C(O2)C(=O)[N-]S(=O)(=O)C2=C(C=CC=C2)OC(C)C)C=C1)C.[Na+]